C(C1=CC=CC=C1)(=O)OCCC(CO)O 3,4-dihydroxybutyl benzoate